CN1N=CC=C(C1=O)C 2,4-dimethylpyridazin-3(2H)-one